m-(1-methylethoxy)styrene CC(C)OC=1C=C(C=C)C=CC1